Hexadecenoyl-carnitine C(C=CCCCCCCCCCCCCC)(=O)C(O)(C[N+](C)(C)C)CC([O-])=O